(S)-N-methyl-1'-((3-methyl-2-carbonyl-2,3-dihydro-1H-pyrrolo[3,2-b]pyridin-6-yl)methyl)-1',2',3',6'-tetrahydro-[3,4'-bipyridine]-6-carboxamide CNC(=O)C1=CC=C(C=N1)C=1CCN(CC1)CC=1C=C2C(=NC1)[C@H](C(N2)=C=O)C